5-bromo-2-(dimethoxymethyl)pyridine BrC=1C=CC(=NC1)C(OC)OC